4-((4-aminobutyl)amino)-2-(2,6-dioxopiperidin-3-yl)isoindoline-1,3-dione NCCCCNC1=C2C(N(C(C2=CC=C1)=O)C1C(NC(CC1)=O)=O)=O